CN(CCCC=1C=C(C=C(C1)OCCCCCCCCC\C=C/C\C=C/CCCCCCCC(=O)[O-])OCCCCCCCCC\C=C/C\C=C/CCCCCCCC(=O)[O-])C (9Z,9'Z,12Z,12'Z)-((5-(3-(dimethylamino)propyl)-1,3-phenylene)bis(oxy))bis(butane-4,1-diyl)bis(octadeca-9,12-dienoate)